bis(4-octyloxyphenyl)phenyl-sulfonium perfluoroethanedisulfonate FC(C(S(=O)(=O)[O-])(F)F)(S(=O)(=O)[O-])F.C(CCCCCCC)OC1=CC=C(C=C1)[S+](C1=CC=CC=C1)C1=CC=C(C=C1)OCCCCCCCC.C(CCCCCCC)OC1=CC=C(C=C1)[S+](C1=CC=C(C=C1)OCCCCCCCC)C1=CC=CC=C1